7-fluoro-2-methyl-5-{2H-thieno[2,3-c]pyrazol-5-yl}indazole FC1=CC(=CC2=CN(N=C12)C)C1=CC=2C(=NNC2)S1